N1=C2C(=CC=C1)CCC2OC=2C=CC1=C(C(=C(O1)C)C(=O)NC(CO)CC(F)(F)F)C2 5-((6,7-dihydro-5H-cyclopenta[b]pyridin-7-yl)oxy)-2-methyl-N-(4,4,4-trifluoro-1-hydroxybutan-2-yl)benzofuran-3-carboxamide